(R)-8-(6-(1-(2-(7-azaspiro[3.5]nonan-7-yl)ethoxy)ethyl)pyridin-3-yl)-3-methyl-1-(tetrahydro-2H-pyran-4-yl)-1H-imidazo[4,5-c]cinnolin-2(3H)-one C1CCC12CCN(CC2)CCO[C@H](C)C2=CC=C(C=N2)C2=CC=1C3=C(N=NC1C=C2)N(C(N3C3CCOCC3)=O)C